(Triphenyl-phosphine) palladium (0) [Pd].C1(=CC=CC=C1)P(C1=CC=CC=C1)C1=CC=CC=C1